C[C@@H]1N(CC1)C=1N=C(C2=C(N1)CCC2)C=2C=CC1=C(N=C(S1)N)C2 (S)-5-(2-(2-methylazetidin-1-yl)-6,7-dihydro-5H-cyclopenta[d]pyrimidin-4-yl)benzo[d]thiazol-2-amine